O1COC2=C1C=CC(=C2)C=CC(=O)N2C(OCC2C2=CC=CC=C2)=O 3-(3-(benzo[d][1,3]dioxolan-5-yl)acryloyl)-4-phenyloxazolidin-2-one